2-methoxy-5-methyl-5,6,7,8-tetrahydro-1,6-naphthyridine COC1=NC=2CCNC(C2C=C1)C